ClC=1C=C(C=CC1N1C(N(C=C1)C)=O)C1=C(C(=CC(=C1)F)C1=CC(=C2C=CNC2=C1)N1CCNCC1)O 1-(3-chloro-5'-fluoro-2'-hydroxy-3'-(4-(piperazin-1-yl)-1H-indol-6-yl)-[1,1'-biphenyl]-4-yl)-3-methyl-1H-imidazol-2(3H)-one